N[C@H]1CN(CCC1)C(=O)C=1C=C(C=2N(C1)N=C(C2C)C2=CC=1C(=NC(=CC1)C1=CC(=C(C(=O)N)C=C1C)F)N2CC2CC2)F 4-(2-{6-[(3R)-3-Aminopiperidine-1-carbonyl]-4-fluoro-3-methylpyrazolo[1,5-a]pyridin-2-yl}-1-(cyclopropylmethyl)-1H-pyrrolo[2,3-b]pyridin-6-yl)-2-fluoro-5-methylbenzamide